3-bromo-2,2-bis(bromomethyl)propyl 2-methylpropanoate CC(C(=O)OCC(CBr)(CBr)CBr)C